N-(2-(4-fluorophenyl)-2-(3-((1-methyl-1H-1,2,3-triazol-4-yl)amino)azetidin-1-yl)ethyl)-2,5-bis(trifluoromethyl)pyrazolo[1,5-a]pyrimidin-7-amine FC1=CC=C(C=C1)C(CNC1=CC(=NC=2N1N=C(C2)C(F)(F)F)C(F)(F)F)N2CC(C2)NC=2N=NN(C2)C